deoxy-D-glucosamine C1[C@H](N)[C@@H](O)[C@H](O)[C@H](O1)CO